N[C@@H]1[C@@H](CCCC1)NC1=NC=C(C(=N1)NC1=CC(=CC=C1)C1=NC=CC=N1)C(=O)N 2-((1r,2s)-2-aminocyclohexylamino)-4-(3-(pyrimidin-2-yl)phenylamino)pyrimidine-5-carboxamide